N[C@@H](C)C(=O)N[C@@H](CC1=CC=CC=C1)C(=O)N[C@@H](CCCCN)C(=O)O alanyl-phenylalanyl-lysine